ClC1=C2N=CN(C2=NC(=N1)SCCC)CC(F)(F)F 6-Chloro-2-(propylthio)-9-(2,2,2-trifluoroethyl)-9H-purine